(R)-3-amino-1-(2-((6-amino-9H-purin-9-yl)methyl)-3-((4,4-difluoropiperidin-1-yl)methyl)-4-fluorophenyl)-N-cyclopropylpyrrolidine-3-carboxamide N[C@]1(CN(CC1)C1=C(C(=C(C=C1)F)CN1CCC(CC1)(F)F)CN1C2=NC=NC(=C2N=C1)N)C(=O)NC1CC1